6-bromo-N-(2-chloro-6-methylpyrimidin-4-yl)-4-(6-azaspiro[2.5]oct-6-yl)benzo[d]isoxazol-3-amine BrC1=CC2=C(C(=NO2)NC2=NC(=NC(=C2)C)Cl)C(=C1)N1CCC2(CC2)CC1